C1(=C(C=CC=C1)C1C(CCCC1)O)C 2-(o-tolyl)cyclohexan-1-ol